C(C)NC1=C(C)C=CC(=C1)NCC 2,4-diethylaminotoluene